CC1CN(CC(C1)C)S(=O)(=O)C1=CC=2C(C3=CC(=CC=C3C(C2C=C1)=NO)S(=O)(=O)N1CC(CC(C1)C)C)=NO 2,7-bis((3,5-dimethylpiperidin-1-yl)sulfonyl)anthracene-9,10-dione dioxime